N=1C(=CN2C1C=CC=C2)C2=CC=CC(=N2)N2CC1C(C2)CN(C1)C(=O)C1=CC(=NC=C1)NC1=NC=CC=C1 (5-(6-(imidazo[1,2-a]pyridin-2-yl)pyridinyl)hexahydropyrrolo[3,4-c]pyrrol-2(1H)-yl)(2-(Pyridin-2-ylamino)pyridin-4-yl)methanone